C1CC2CC(CC1N2)C#N exo-8-azabicyclo[3.2.1]octane-3-carbonitrile